C1(CC1)OC1=C(C=C(C(=C1)C1CCN(CC1)C)C)NC1=NC=C(C(=N1)NC=1C(=NN(C1)C)S(=O)(=O)C(C)C)C#N N2-[2-cyclopropoxy-4-(1-methyl-piperidin-4-yl)-5-methyl-phenyl]-N4-[1-methyl-3-(isopropylsulfonyl)-1H-pyrazol-4-yl]-5-cyano-pyrimidin-2,4-diamine